(-)-N-ethyl-2-((5-(2-(1-(ethylamino)-4-methylpent-3-yl)-2,6-diazaspiro[3.4]oct-6-yl)-1,2,4-triazin-6-yl)oxy)-5-fluoro-N-isopropylbenzamide formate C(=O)O.C(C)N(C(C1=C(C=CC(=C1)F)OC1=C(N=CN=N1)N1CC2(CN(C2)C(CCNCC)C(C)C)CC1)=O)C(C)C